CC1=NC=2C(=C3C(=NC2)N(C=C3)S(=O)(=O)C3=CC=C(C)C=C3)N1N1CCC(CC1)CC#N 2-(1-(2-methyl-6-p-toluenesulfonyl-imidazo[4,5-d]pyrrolo[2,3-b]pyridine-1(6H)-yl)piperidin-4-yl)acetonitrile